C1(=CC=CC=C1)N1C(=NC(=C1)CC(=O)O)NC(=O)C=1C=C2C=NN(C2=CC1)COCC[Si](C)(C)C 2-(1-phenyl-2-(1-((2-(trimethylsilyl)ethoxy)methyl)-1H-indazole-5-carboxamido)-1H-imidazol-4-yl)acetic acid